(4-(2-fluoro-5-((4-oxo-3,4-dihydro-phthalazin-1-yl) methyl) benzoyl) piperazine-1-thiocarbonyl) butyrate C(CCC)(=O)OC(=S)N1CCN(CC1)C(C1=C(C=CC(=C1)CC1=NNC(C2=CC=CC=C12)=O)F)=O